1-methyl-3-(5-methyl-4,5,6,7-tetrahydrothiazolo[5,4-c]pyridin-2-ylamino)-5-(4,4,5,5-tetra-methyl-1,3,2-dioxaborolan-2-yl)pyridin-2(1H)-one CN1C(C(=CC(=C1)B1OC(C(O1)(C)C)(C)C)NC=1SC=2CN(CCC2N1)C)=O